7-fluoro-5-(7-fluoro-2H-indazol-5-yl)-2-methyl-indazole FC1=CC(=CC2=CN(N=C12)C)C1=CC2=CNN=C2C(=C1)F